(2S)-2-(4-(3-chlorophenyl)-3-hydroxy-4-methyl-3-phenylpropionamido)-N-((S)-1-oxo-3-((S)-2-oxopyrrolidin-3-yl)propan-2-yl)hexanamide ClC=1C=C(C=CC1)C1(CC=C(C=C1)C(CC(=O)N[C@H](C(=O)N[C@H](C=O)C[C@H]1C(NCC1)=O)CCCC)O)C